ammonium azelaic acid salt C(CCCCCCCC(=O)[O-])(=O)[O-].[NH4+].[NH4+]